3-(2,6-bis(benzyloxy)pyridin-3-yl)-6-(4-(5-((1r,4s)-4-(3-bromo-2-methylphenoxy)cyclohexyl)-2-methylpentan-2-yl)piperazin-1-yl)-1-methyl-1H-indazole C(C1=CC=CC=C1)OC1=NC(=CC=C1C1=NN(C2=CC(=CC=C12)N1CCN(CC1)C(C)(CCCC1CCC(CC1)OC1=C(C(=CC=C1)Br)C)C)C)OCC1=CC=CC=C1